BrC1=CC=C2C(NN=C(C2=C1)C(=O)OC)=O methyl 7-bromo-4-oxo-3H-phthalazine-1-carboxylate